butyl N-[(3R)-1-(4-{7-cyclopropyl-5-[(1R)-1-methyl-1,2,3,4-tetrahydroisoquinoline-2-carbonyl]pyrazolo[1,5-a]pyrimidin-2-yl}-3-fluorophenyl)pyrrolidin-3-yl]carbamate C1(CC1)C1=CC(=NC=2N1N=C(C2)C2=C(C=C(C=C2)N2C[C@@H](CC2)NC(OCCCC)=O)F)C(=O)N2[C@@H](C1=CC=CC=C1CC2)C